OC1=C(C=O)C=C(C=C1OC)\C=C\C1=CC=C(C=C1)C=1N=COC1 (E)-2-hydroxy-3-methoxy-5-(4-(oxazol-4-yl)styryl)benzaldehyde